C(CO)(=O)OCCCCCCCCCCCCCCCCCCCCCC behenyl glycolate